BrC1=C(C[C@@H](C(=O)OC)[C@@H](C)NC(=O)OC(C)(C)C)C=CC=C1 (2R,3R)-methyl 2-(2-bromobenzyl)-3-((tert-butoxycarbonyl)amino)butanoate